5-methyl-1H-pyrazole-3-carboxylic acid ethyl ester C(C)OC(=O)C1=NNC(=C1)C